C(C1=CC=CC=C1)O[C@H]1[C@H](OC=C([C@H]1OCC1=CC=CC=C1)N1C(CCC1)=O)COCC1=CC=CC=C1 1-((2R,3R,4R)-3,4-bis(benzyloxy)-2-((benzyloxy)methyl)-3,4-dihydro-2H-pyran-5-yl)pyrrolidin-2-one